2-(ethylsulfonyl)-5-phenoxyazole C(C)S(=O)(=O)C=1NC(=CC1)OC1=CC=CC=C1